OC1=C(C=C2C(=N1)SC(=C2)C=C)C(=O)OCC ethyl 6-hydroxy-2-vinylthieno[2,3-b]pyridine-5-carboxylate